(2R)-2-(((9H-fluoren-9-yl)methoxy)carbonylamino)-6-(2-(cyclooct-2-ynyloxy)acetamido)hexanoic acid C1=CC=CC=2C3=CC=CC=C3C(C12)COC(=O)N[C@@H](C(=O)O)CCCCNC(COC1C#CCCCCC1)=O